3-chloro-4-(difluoromethoxy)-N-((4-methyl[1,2,3]triazolo[1,5-a]pyridin-3-yl)methyl)benzamide ClC=1C=C(C(=O)NCC=2N=NN3C2C(=CC=C3)C)C=CC1OC(F)F